NC=1C(=C(C(=CC1)F)C=1N=CC=2N(C1)C=NC2C=2NC1=C(N2)C=CC(=C1)C(=O)OC)F methyl 2-[6-(3-amino-2,6-difluorophenyl)imidazo[1,5-a]pyrazin-1-yl]-3H-1,3-benzodiazole-5-carboxylate